C(C)(C)N1N=C(N=C1C(=O)OCC)C ethyl 2-isopropyl-5-methyl-1,2,4-triazole-3-carboxylate